1-(6-bromo-2-methoxyquinolin-3-yl)-2-(2,6-dimethoxypyridin-4-yl)-4-(dimethylamino)-1-(2-isopropoxy-6-methoxypyridin-4-yl)butan-2-ol BrC=1C=C2C=C(C(=NC2=CC1)OC)C(C(CCN(C)C)(O)C1=CC(=NC(=C1)OC)OC)C1=CC(=NC(=C1)OC)OC(C)C